Cl.ClC=1C(=C(C=CC1F)NCC=1C=NC(=CC1)C(F)(F)F)F (3-chloro-2,4-difluorophenyl)(6-(trifluoro-methyl)pyridin-3-yl)methylamine HCl